3-[(2E)-3,7-dimethylocta-2,6-dien-1-yl]-2,4-dihydroxy-6-(2-phenylethyl)benzoic acid C\C(=C/CC=1C(=C(C(=O)O)C(=CC1O)CCC1=CC=CC=C1)O)\CCC=C(C)C